C1(=CC(=CC=C1)N1C2=CC=CC=C2C=2C(=CC=CC12)NC1=CC=C(C=C1)C1=CC=CC=C1)C1=CC=CC=C1 9-([1,1'-biphenyl]-3-yl)-N-([1,1'-biphenyl]-4-yl)-9H-carbazol-4-amine